(S)-3-Chloro-5-(4-methyl-3-(3-(trifluoromethyl)phenoxy)phenyl)-4,5-dihydroisoxazole ClC1=NO[C@@H](C1)C1=CC(=C(C=C1)C)OC1=CC(=CC=C1)C(F)(F)F